N-caproyl-phenylglycine C(CCCCC)(=O)NC(C1=CC=CC=C1)C(=O)O